(±)-2-cyclobutyl-2-{4-[3-(4,5-dichloro-1-methyl-1H-indole-2-amido)oxetan-3-yl]phenyl}acetic acid C1(CCC1)[C@@H](C(=O)O)C1=CC=C(C=C1)C1(COC1)NC(=O)C=1N(C2=CC=C(C(=C2C1)Cl)Cl)C |r|